2-(perfluorophenyl)acetamide FC1=C(C(=C(C(=C1F)F)F)F)CC(=O)N